FC1=C(C=CC=2N(N=NC21)C)OC2=C(C=C(N)C=C2)C 4-((4-fluoro-1-methyl-1H-benzo[d][1,2,3]triazol-5-yl)-oxy)-3-methylaniline